1,1'-methylenebis(3-methylnaphthalene-2-ol) C(C1=C(C(=CC2=CC=CC=C12)C)O)C1=C(C(=CC2=CC=CC=C12)C)O